N-(5-Bromo-2-(3-(dimethylamino)azetidin-1-yl)pyridin-3-yl)-3-methoxyazetidine-1-sulfonamide BrC=1C=C(C(=NC1)N1CC(C1)N(C)C)NS(=O)(=O)N1CC(C1)OC